BrC=1C=C(C=C2CC(NC12)=O)F 7-Bromo-5-fluoro-2,3-dihydro-1H-indol-2-one